ClCC(=O)N1CCN(CC1)C1=NC(=NC(=N1)NC(C)C1=C(C=CC=C1)Cl)NC 2-Chloro-1-(4-(4-((1-(2-chlorophenyl)ethyl)amino)-6-(methylamino)-1,3,5-triazin-2-yl)piperazin-1-yl)ethan-1-one